C(N)(=O)C=1C(=NN(C1)C1(CCN(CC1)CC=1C(=NC(=CC1)C1=CC=CC=C1)F)CC#N)NC(OC)=O methyl N-[4-carbamoyl-1-[4-(cyanomethyl)-1-[(2-fluoro-6-phenyl-3-pyridyl)methyl]-4-piperidyl]pyrazol-3-yl]carbamate